1-(3-(2-(3,4-Dimethoxyphenyl)-3-isopropyl-1H-indol-5-yl)-7-azabicyclo[4.1.1]octan-7-yl)-2-(dimethylamino)ethanon COC=1C=C(C=CC1OC)C=1NC2=CC=C(C=C2C1C(C)C)C1CC2N(C(CC1)C2)C(CN(C)C)=O